OC=1C=C(C=C(C1)O)N(C(=O)C=1C(=C(C(=O)O)C=C(C1)O)O)C 3-(3,5-dihydroxyphenyl-methyl-aminocarbonyl)-2,5-dihydroxybenzoic acid